C(C)C1C(C(C(C2=CC=CC=C12)CC)CCC)CCCC 1-Ethyl-2-butyl-3-propyl-4-ethyltetralin